ClC1=C(C=CC(=C1)N(C)C1=C2C=C(C(N(C2=CC(=C1)CC)C)=O)C)C=1C=C(C(=NC1)C(=O)NCC#CC1=CC(=CC=C1)NC1C(NC(CC1)=O)=O)C 5-(2-chloro-4-((7-ethyl-1,3-dimethyl-2-oxo-1,2-dihydroquinolin-5-yl)(methyl)amino)phenyl)-N-(3-(3-((2,6-dioxopiperidin-3-yl)amino)phenyl)prop-2-yn-1-yl)-3-methylpicolinamide